C(=O)[O-].C[N+](CCCO)(C)C N,N,N-trimethyl-N-hydroxypropyl-ammonium formate